C1(CC2C(C1)O2)CC[Si](OCC)(OCC)C 2-(3,4-epoxycyclopentyl)ethylmethyldiethoxysilane